C(C)N(CCCCCCSC1=C2C(N(C(C2=CC=C1)=O)C1C(NC(CC1)=O)=O)=O)CC 4-((6-(diethylamino)hexyl)thio)-2-(2,6-dioxopiperidin-3-yl)isoindoline-1,3-dione